F[C@@H]1[C@H]2CC[C@@H](C[C@@H]1N(C=1N=CC(=NC1)C1=C(C=C(C=C1)C=1N=C3N(N=CC=C3)C1)O)C)N2 2-(5-{[(1R,2R,3S,5S)-2-fluoro-8-azabicyclo[3.2.1]octan-3-yl](methyl)amino}pyrazin-2-yl)-5-{imidazo[1,2-b]pyridazin-2-yl}phenol